(E)-1-acetyl-2-((5-(morpholine-4-carbonyl)benzo[d]thiazol-2-yl)-methylene)indolin-3-one C(C)(=O)N1/C(/C(C2=CC=CC=C12)=O)=C/C=1SC2=C(N1)C=C(C=C2)C(=O)N2CCOCC2